C(C1=CC=CC=C1)OC1=C(C=C(C(=C1)Br)Cl)C(C)=O 1-(2-benzyloxy-4-bromo-5-chloro-phenyl)ethanone